methyl (R)-4-((2-(3-(4-((bis(benzyloxy)phosphoryl)oxy)-2-hydroxy-3,3-dimethylbutanamido) propanamido)ethyl)thio)-4-oxobutanoate C(C1=CC=CC=C1)OP(=O)(OCC1=CC=CC=C1)OCC([C@H](C(=O)NCCC(=O)NCCSC(CCC(=O)OC)=O)O)(C)C